NCCCN1C=CC=C1 N-(3-aminopropyl)pyrrole